isobutyl-1,1,3,3,3-penta-methoxy-1,3-disilapropane Chloride [Cl-].C(C(C)C)[Si](C[Si](OC)(OC)OC)(OC)OC